COC1=CN=CC=2N=C(N=C(C21)N2CCC1(CCN(C1)C)CC2)C2=CC=NC=C2 5-methoxy-4-(2-methyl-2,8-diazaspiro[4.5]decan-8-yl)-2-(4-pyridyl)pyrido[3,4-d]pyrimidine